(R)-7-((6-((dimethylamino)-methyl)-5-(tetrahydrofuran-3-yl)pyridin-2-yl)amino)-4-(imidazo[1,2-a]pyrazin-3-yl)isoindolin-1-one CN(C)CC1=C(C=CC(=N1)NC=1C=CC(=C2CNC(C12)=O)C1=CN=C2N1C=CN=C2)[C@@H]2COCC2